penta-(ethylvinyl)cyclopentasiloxane C(C)C=C[SiH]1O[SiH](O[SiH](O[SiH](O[SiH](O1)C=CCC)C=CCC)C=CCC)C=CCC